NC=1C=C(C(=NC1)NC1=CC=C(C=C1)C(F)(F)F)C#N 5-amino-2-[4-(trifluoromethyl)anilino]pyridine-3-carbonitrile